FC([C@@H]1N(CC1)C(=O)C=1N=C2N(N1)[C@@H](C[C@@H]2F)C2=CC=CC=C2)F |r| [rac-(2R)-2-(Difluoromethyl)azetidin-1-yl]-[rac-(5S,7S)-7-fluoro-5-phenyl-6,7-dihydro-5H-pyrrolo[1,2-b][1,2,4]triazol-2-yl]methanon